4-(trans-3-(hydroxymethyl)-2,2-dimethylcyclopropyl)benzenesulfonamide OC[C@@H]1C([C@H]1C1=CC=C(C=C1)S(=O)(=O)N)(C)C